5-(2-methylpyrazolo[1,5-a]pyrimidin-6-yl)-1-(2-((1R,3S,4S)-3-(6-methylpyridin-2-ylcarbamoyl)-2-azabicyclo[2.2.1]heptan-2-yl)-2-oxoethyl)-1H-indole-3-carboxamide CC1=NN2C(N=CC(=C2)C=2C=C3C(=CN(C3=CC2)CC(=O)N2[C@@H]3CC[C@H]([C@H]2C(NC2=NC(=CC=C2)C)=O)C3)C(=O)N)=C1